diaminoheptaneOne NC(C(CCCCC)=O)N